2,4-dichloro-N-(((1-((2-(trimethylsilyl)ethoxy)methyl)-1H-imidazol-5-yl)methyl)carbamoyl)benzamide ClC1=C(C(=O)NC(NCC2=CN=CN2COCC[Si](C)(C)C)=O)C=CC(=C1)Cl